C(C)(C)N1N=C(C(=C1)C1=NC=2C(=NC=CC2C=2C=CC3=C(CCCC[C@H]3NC(=O)C3=NOC(=N3)C(C)(C)C)C2)N1)C 5-tert-Butyl-[1,2,4]oxadiazole-3-carboxylic acid {(R)-2-[2-(1-isopropyl-3-methyl-1H-pyrazol-4-yl)-3H-imidazo[4,5-b]pyridin-7-yl]-6,7,8,9-tetrahydro-5H-benzocyclohepten-5-yl}-amide